L-ORNITHINE MONOHYDROCHLORIDE Cl.N[C@@H](CCCN)C(=O)O